C1=CC=CC=2C3=CC=CC=C3C(C12)COC(=O)N([C@H](C(=O)O)CC1=CC(=CC=C1)C)C (2S)-2-[9H-fluoren-9-ylmethoxycarbonyl-(methyl)amino]-3-(3-methylphenyl)propanoic acid